2,4,6-triphenylbenzenethiolate C1(=CC=CC=C1)C1=C(C(=CC(=C1)C1=CC=CC=C1)C1=CC=CC=C1)[S-]